5-(allylthio)-1-{[rel-(2R,3S)-3-(2-chlorophenyl)-2-(2,4-difluorophenyl)oxirane-2-yl]methyl}-1H-1,2,4-triazole C(C=C)SC1=NC=NN1C[C@]1(O[C@H]1C1=C(C=CC=C1)Cl)C1=C(C=C(C=C1)F)F |o1:10,12|